FC=1C(=NN(C1OCC1=CC=C(C=C1)C(N)=N)C(C(COC)(C)C)=O)C1CN(CCC1C)S(=O)(=O)N1CC(CC1)O 4-{[(4-fluoro-3-{1-[(3-hydroxypyrrolidin-1-yl)sulfonyl]-4-methylpiperidin-3-yl}-1-(3-methoxy-2,2-dimethylpropanoyl)-1H-pyrazol-5-yl)oxy]methyl}benzene-1-carboximidamide